trinorbornyl-phosphine methyl-1,2,3,4-tetrahydronaphthalene-2-carboxylate COC(=O)C1CC2=CC=CC=C2CC1.C12(CCC(CC1)C2)P(C21CCC(CC2)C1)C12CCC(CC1)C2